benzoimidazole-5-carboxylic acid morpholin-4-ylamide N1(CCOCC1)NC(=O)C1=CC2=C(N=CN2)C=C1